1-(9Z-heptadecenoyl)-2-heneicosanoyl-glycero-3-phosphocholine CCCCCCCCCCCCCCCCCCCCC(=O)O[C@H](COC(=O)CCCCCCC/C=C\CCCCCCC)COP(=O)([O-])OCC[N+](C)(C)C